O=C1N(CCCCCC1)C(=O)OCC1=CC=CC=C1 benzyl 2-oxo-azacyclooctane-1-carboxylate